C(C)(C)(C)C1N2C(C3=CC(=C(C=C3C1)OCCCOC)Cl)=CC(C(=C2)P(O)(O)=O)=O (6-(tert-butyl)-10-chloro-9-(3-methoxypropoxy)-2-oxo-6,7-dihydro-2H-pyrido[2,1-a]isoquinolin-3-yl)phosphonic acid